methyl (2R)-1-[[2-benzyloxy-2-oxo-1-[4-(trifluoromethyl)-3-pyridyl]ethyl]-(4-cyclopropyl-2-fluoro-phenyl)carbamoyl]piperidine-2-carboxylate C(C1=CC=CC=C1)OC(C(C=1C=NC=CC1C(F)(F)F)N(C(=O)N1[C@H](CCCC1)C(=O)OC)C1=C(C=C(C=C1)C1CC1)F)=O